C(CCCCCCCCC\C=C/C=C/CC)=O (Z,E)-11,13-Hexadecadienal